2-Methyl-pyrimidine-4-carboxylic acid {3-[3-(3-fluoro-phenyl)-[1,2,4]oxadiazol-5-yl]-adamantan-1-yl}-amide FC=1C=C(C=CC1)C1=NOC(=N1)C12CC3(CC(CC(C1)C3)C2)NC(=O)C2=NC(=NC=C2)C